[N+](=O)([O-])[O-].[Cu+2].O1C(CCCC1)N1N=CC=C1B1OC(C(O1)(C)C)(C)C.[N+](=O)([O-])[O-] 1-(oxan-2-yl)-5-(4,4,5,5-tetramethyl-1,3,2-dioxaborolan-2-yl)pyrazole copper nitrate